(3-cyanooxetan-3-yl)-3-((2-methylthiazol-5-yl)methyl)-2,4-dioxo-1,2,3,4-tetrahydroquinazoline-6-sulfonamide C(#N)C1(COC1)N1C(N(C(C2=CC(=CC=C12)S(=O)(=O)N)=O)CC1=CN=C(S1)C)=O